N-cyclopropyl-1-(6,7-dimethoxyquinolin-4-yl)piperidin-4-amine C1(CC1)NC1CCN(CC1)C1=CC=NC2=CC(=C(C=C12)OC)OC